Fluoroquinolone p-aminosalicylate NC=1C=C(C(C(=O)O)=CC1)O.FC=1C(NC2=CC=CC=C2C1)=O